ClC1=CC(=C(C(=C1)C)NC(=O)C=1N(N=C(C1)C(F)(F)F)C1=NC=CC=C1Cl)C(N=S(C(C)C)C(C)C)=O N-[4-chloro-2-[(di-2-propyl-lambda4-sulfanylidene)carbamoyl]-6-methyl-phenyl]-2-(3-chloro-2-pyridyl)-5-(trifluorometh-yl)pyrazole-3-carboxamide